phenylphosphoryl-vanillyl alcohol C1(=CC=CC=C1)P(=O)=C(C1=CC(OC)=C(O)C=C1)O